1-(4-(Cyclohexylmethyl)phenyl)ethan-1-one C1(CCCCC1)CC1=CC=C(C=C1)C(C)=O